2-[[5-(4-chloro-2-fluoro-phenyl)-3-methyl-triazol-4-yl]methyl]-5-(4-cyclopropyl-piperazin-1-yl)pyridazin-3-one ClC1=CC(=C(C=C1)C1=C(N(N=N1)C)CN1N=CC(=CC1=O)N1CCN(CC1)C1CC1)F